COCN(S(=O)(=O)C1(CC1)COC=1N=CC=C2C=C(C(N(C12)C)=O)C(=O)NCC1=CC=C(C=C1)C#N)COC 8-((1-(N,N-bis(methoxymethyl)sulfamoyl)cyclopropyl)methoxy)-N-(4-cyanobenzyl)-1-methyl-2-oxo-1,2-dihydro-1,7-naphthyridine-3-carboxamide